NC1=NC(=NC=N1)N1CC(CCC1)(CCCC1=CC=CC=C1)CO (1-(4-Amino-1,3,5-triazin-2-yl)-3-(3-phenylpropyl)piperidin-3-yl)methanol